C(C1=CC=CC=C1)(=O)ON=C(C(=O)C1=CC=C(C=C1)C(C1=CC=CC=C1)=O)CCCCC 1-[4-(benzoyl)phenyl]-heptane-1,2-dione-2-(O-benzoyl oxime)